C12(CC3CC(CC(C1)C3)C2)C=2C=C(C=C(C2)C)C2=CC=C(C=C2)C(C)(C)C 3-((3r,5r,7r)-adamantan-1-yl)-4'-(tert-butyl)-5-methyl-[1,1'-biphenyl]